2-(2,5-dimethyl-1H-pyrrol-1-yl)-8-fluoro-7-iodo-[1,2,4]triazolo[1,5-a]pyridine CC=1N(C(=CC1)C)C1=NN2C(C(=C(C=C2)I)F)=N1